ethylmethyl-aminohafnium C(C)[Hf](N)C